1-(4-bromo-2,5-dimethoxyphenyl)but-3-en-2-amine BrC1=CC(=C(C=C1OC)CC(C=C)N)OC